N-(((2S,5R)-5-Aminotetrahydro-2H-pyran-2-yl)methyl)-2-hydroxyethane-1-sulfonamide hydrochloride Cl.N[C@@H]1CC[C@H](OC1)CNS(=O)(=O)CCO